2,2-dimethyl-4-(naphthalen-2-yl)pent-4-enenitrile CC(C#N)(CC(=C)C1=CC2=CC=CC=C2C=C1)C